C1(CCCCC1)C(C(=O)NCC1=CC(=C(C(=C1)Cl)C1C(NC(CC1)=O)=O)Cl)(C)C 2-cyclohexyl-N-(3,5-dichloro-4-(2,6-dioxopiperidin-3-yl)benzyl)-2-methylpropanamide